2H-1,2-oxazinyl-trioxane dipotassium hydrogenphosphate salt P(=O)(O)([O-])[O-].[K+].[K+].O1N(C=CC=C1)C1OCOCO1